tert-butyl-4-(2-(5-(3-((5-cyano-4-(4-fluorophenyl)thiazol-2-yl)(methyl)amino)-2-ethylimidazo[1,2-a]pyridine-6-yl)pyrimidin-2-yl)acetyl)piperazine-1-carboxylate C(C)(C)(C)OC(=O)N1CCN(CC1)C(CC1=NC=C(C=N1)C=1C=CC=2N(C1)C(=C(N2)CC)N(C)C=2SC(=C(N2)C2=CC=C(C=C2)F)C#N)=O